methyl (S)-2-(2-fluoro-6-methyl-4-((R)-3-(trifluoromethyl)morpholino) benzamido)-3-(3-methoxy-4-(1-methyl-2,4-dioxo-1,4-dihydropyrido[3,4-d]pyrimidin-3(2H)-yl)phenyl)propanoate FC1=C(C(=O)N[C@H](C(=O)OC)CC2=CC(=C(C=C2)N2C(N(C3=C(C2=O)C=CN=C3)C)=O)OC)C(=CC(=C1)N1[C@H](COCC1)C(F)(F)F)C